C1(CC1)C1=NC(=NO1)C1(CCN(CC1)C(=O)NC1=C(C=CC=C1F)N1[C@@H]2CN([C@H](C1)C2)C(=O)OC(C)(C)C)C tert-butyl (1S,4S)-5-(2-{[4-(5-cyclopropyl-1,2,4-oxadiazol-3-yl)-4-methylpiperidine-1-carbonyl]amino}-3-fluorophenyl)-2,5-diazabicyclo[2.2.1]heptane-2-carboxylate